FC1=C(C(=CC(=C1)C(C(C(F)(F)F)(F)F)(F)F)O)C=1C(=C(C(=O)N)C=C(C1)[N+](=O)[O-])SC1=NN=NN1C [2-fluoro-4-(1,1,2,2,3,3,3-heptafluoropropyl)-6-hydroxy-phenyl]-2-(1-methyltetrazol-5-yl)sulfanyl-5-nitro-benzamide